(R)-5-((1-(3-(1,1-difluoro-2-hydroxyethyl)phenyl)ethyl)amino)-7-(1-(methylsulfonyl)piperidin-4-yl)pyrazolo[1,5-a]pyrido[3,4-e]pyrimidin-8(7H)-one FC(CO)(F)C=1C=C(C=CC1)[C@@H](C)NC1=NC=2N(C=3C1=CN(C(C3)=O)C3CCN(CC3)S(=O)(=O)C)N=CC2